5-(7-(difluoromethyl)-6-(1-methyl-1H-pyrazol-4-yl)-3,4-dihydroquinolin-1(2H)-yl)-7-(3,6-dihydro-2H-pyran-4-yl)-N,1-dimethyl-1H-indole-3-carboxamide FC(C1=C(C=C2CCCN(C2=C1)C=1C=C2C(=CN(C2=C(C1)C=1CCOCC1)C)C(=O)NC)C=1C=NN(C1)C)F